(1S,4S,5R)-3,3-Dibenzyl-6,8-dioxabicyclo[3.2.1]octan-4-yl (E)-but-2-enoate C(\C=C\C)(=O)O[C@H]1C(C[C@H]2CO[C@@H]1O2)(CC2=CC=CC=C2)CC2=CC=CC=C2